C(C)(C)C=1SC(=CN1)CN1N=C(C=CC1=O)C=1C=NC(=NC1)OCC(F)(F)F 2-((2-isopropylthiazol-5-yl)methyl)-6-(2-(2,2,2-trifluoroethoxy)pyrimidin-5-yl)pyridazin-3(2H)-one